ethyl-(3α-hydroxy-5α-androstan-17β-yl)hydroxyacetamide C(C)C(C(=O)N)(O)[C@@H]1[C@]2(C)[C@@H](CC1)[C@@H]1CC[C@H]3C[C@@H](CC[C@]3(C)[C@H]1CC2)O